COC=1C=CC=2C[C@@H]3[C@@H]4CCC([C@H]5[C@@]4(C2C1O5)CCN3C)=O 4,5α-Epoxy-3-methoxy-17-methyl-6-morphinanon